FC1=C2C=CN(C2=C(C=C1)C(=O)NC1CC2(CCC2)C1)CC1=CC2=CC=C(C=C2C=C1)F (Ra)-6-(4-Fluoro-1-((6-fluoronaphthalin-2-yl)methyl)-1H-indol-7-carboxamido)spiro[3.3]-heptan